N-(3,5-dichloro-4-(2,6-dioxopiperidin-3-yl)benzyl)-2-(4-methoxy-5-methylpyrimidin-2-yl)-2-methylpropanamide ClC=1C=C(CNC(C(C)(C)C2=NC=C(C(=N2)OC)C)=O)C=C(C1C1C(NC(CC1)=O)=O)Cl